COC(=O)C1=C(C=C(C=C1)C1=CC=CC=C1)N1C(C2=CC(=CC=C2C1)C=1N=NNC1)=O 3-[1-Oxo-6-(1H-[1,2,3]triazol-4-yl)-1,3-dihydroisoindol-2-yl]biphenyl-4-carboxylic acid methylester